2,3-ditetradecyloxypropyl-(2-hydroxyethyl)-dimethylaminium C(CCCCCCCCCCCCC)OC(C[N+](C)(C)CCO)COCCCCCCCCCCCCCC